3-chloro-2-fluoro-6-((4-fluoro-2-methylphenyl)-amino)benzoic acid ClC=1C(=C(C(=O)O)C(=CC1)NC1=C(C=C(C=C1)F)C)F